3-(4-aminophenyl)-1-tert-butyl-5-{[6-(trifluoromethyl)pyridin-2-yl]amino}-1H-pyrazole-4-carboxamide NC1=CC=C(C=C1)C1=NN(C(=C1C(=O)N)NC1=NC(=CC=C1)C(F)(F)F)C(C)(C)C